ClC1=NC=CC(=N1)N1CC2(C3=NC=CC=C31)CCC2 1'-(2-chloropyrimidin-4-yl)-1',2'-dihydrospiro[cyclobutane-1,3'-pyrrolo[3,2-b]pyridine]